NC1=CC(=C2C(CCO2)=C1C#N)C1=CC=C(C=C1)[C@H](C(F)(F)F)C (R)-5-amino-7-(4-(1,1,1-trifluoropropan-2-yl)phenyl)-2,3-dihydrobenzofuran-4-carbonitrile